ClC=1C=C(OC2C(C(C2(C)C)NC(=O)C=2N=NC(=CC2)N2CCNCC2)(C)C)C=CC1C#N N-((1r,3r)-3-(3-chloro-4-cyanophenoxy)-2,2,4,4-tetramethylcyclobutyl)-6-(piperazine-1-yl)pyridazine-3-carboxamide